trans-2,5-difluoro-cinnamic acid FC1=C(/C=C/C(=O)O)C=C(C=C1)F